1-(6-amino-5-ethylsulfonyl-3-pyridyl)cyclopropanecarbonitrile NC1=C(C=C(C=N1)C1(CC1)C#N)S(=O)(=O)CC